BrC=1C(=C(C=CC1)C1OCCO1)F 2-(3-bromo-2-fluorophenyl)-1,3-dioxolane